O(C(=O)C)C1=CC(=CC2=CC=C(C=C12)F)C(=O)OC methyl 4-acetoxyl-6-fluoro-2-naphthoate